tert-butyl (S)-((4-hydroxy-2,3-dihydro-1H-inden-5-yl)methyl)(2-hydroxybutyl)carbamate OC1=C2CCCC2=CC=C1CN(C(OC(C)(C)C)=O)C[C@H](CC)O